trans-[4-[(2,4-dimethylpyrimidin-5-yl)methyl]cyclohexyl]-[(3S)-3-(5-fluoro-6-methylpyridin-3-yl)-1,2-oxazolidin-2-yl]methanone CC1=NC=C(C(=N1)C)C[C@@H]1CC[C@H](CC1)C(=O)N1OCC[C@H]1C=1C=NC(=C(C1)F)C